BrC=1C(=C(C(=NC1)NC(OC(C)(C)C)=O)I)C#N tert-butyl (5-bromo-4-cyano-3-iodopyridin-2-yl)carbamate